2-(thiophen-2-yl)-4H-chromen S1C(=CC=C1)C=1OC2=CC=CC=C2CC1